Cl.NCC(=O)NC(C(=O)OCC)CC=1C(=NC(=CC1C)C(F)(F)F)Cl ethyl 2-(2-aminoacetamido)-3-(2-chloro-4-methyl-6-(trifluoromethyl)pyridin-3-yl)propanoate hydrochloride